N-[3-(6-methyl-7-oxo-6,7-dihydro-1H-pyrrolo[2,3-c]pyridin-4-yl)-4-phenoxyphenyl]ethanesulfonamide CN1C(C2=C(C(=C1)C=1C=C(C=CC1OC1=CC=CC=C1)NS(=O)(=O)CC)C=CN2)=O